COC(=O)C1(CCC2(C(CC3=CC=CC=C23)CCCOC2=C3C(=NC=C2)C=CO3)CC1)NC1=CC(=CC=C1)Cl (1r,4r)-4-(3-Chloroanilino)-2'-{3-[(furo[3,2-b]pyridin-7-yl)oxy]propyl}-2',3'-dihydrospiro[cyclohexane-1,1'-indene]-4-carboxylic acid methyl ester